5-(morpholinomethyl)-7-nitroquinolin-8-ol acetate C(C)(=O)OC=1C(=CC(=C2C=CC=NC12)CN1CCOCC1)[N+](=O)[O-]